N[C@@H](CC(N)=O)C(=O)O ASPARAGIN